bissalicyloyl-hydrazine ethyl-acetate i-pentyl-propionate C(CC(C)C)OC(CC)=O.C(C)OC(C)=O.C(C=1C(O)=CC=CC1)(=O)NNC(C=1C(O)=CC=CC1)=O